C(C)C(C(=O)[O-])CCCC.C[N+](CC(C)O)(C)C N,N,N-trimethyl-N-2-hydroxy-propylammonium 2-ethylhexanoate